dichlorosulfoxide ClS(=O)Cl